1,2,4-Trihydroxybenzene OC1=C(C=C(C=C1)O)O